ClC1=C(OC=2C=CC3=C(N(C(=N3)OC)C3(CC3)C)C2)C(=CC(=C1)[N+](=O)[O-])Cl 6-(2,6-dichloro-4-nitrophenoxy)-2-methoxy-1-(1-methylcyclopropyl)-1H-benzo[d]imidazole